(S)-3-(4-(((trifluoromethyl)sulfonyl)oxy)phenyl)hex-4-ynoic acid methyl ester COC(C[C@H](C#CC)C1=CC=C(C=C1)OS(=O)(=O)C(F)(F)F)=O